NC1=NNC2=CC=C(C=C12)C1=CC(=C(CN2C(C=3N(CC2)C2=C(C3)CCC2)=O)C=C1)C 2-(4-(3-amino-1H-indazol-5-yl)-2-methylbenzyl)-3,4,7,8-tetrahydro-2H-cyclopenta[4,5]pyrrolo[1,2-a]pyrazin-1(6H)-one